(±)-(1S,2S,3R,5R)-2-fluoro-3-((3-(2-hydroxy-4-(1-methyl-1H-pyrazol-4-yl)phenyl)-1,2,4-triazin-6-yl)oxy)-9-azabicyclo[3.3.1]Nonane-9-carboxylic acid tert-butyl ester C(C)(C)(C)OC(=O)N1[C@@H]2[C@@H]([C@@H](C[C@H]1CCC2)OC2=CN=C(N=N2)C2=C(C=C(C=C2)C=2C=NN(C2)C)O)F |r|